tris(ethylamino)hafnium C(C)N[Hf](NCC)NCC